({3-fluorobicyclo[1.1.1]pentan-1-yl}methyl)[(2-{[4-(6-methoxypyridin-3-yl)-1H-1,2,3-triazol-1-yl]methyl}imidazo[1,2-a]pyridin-6-yl)methyl]amine FC12CC(C1)(C2)CNCC=2C=CC=1N(C2)C=C(N1)CN1N=NC(=C1)C=1C=NC(=CC1)OC